(1H-pyrazolyl)sulfonyl-pyrimidine N1(N=CC=C1)S(=O)(=O)C1=NC=CC=N1